FC1=CC=C(C=C1)C1=NN(C(=C1NS(=O)(=O)C1=CC=C(C=C1)OC)C(=O)OC)C methyl 3-(4-fluorophenyl)-4-((4-methoxyphenyl) sulfonamido)-1-methyl-1H-pyrazole-5-carboxylate